Cl.FC1=CC=C(C=C1)CC(=O)N (4-fluorophenyl)acetamide hydrochloride